FC1=CC=C(S1)CC[C@@]1(CN(CC1)C(C)(C)C=1C=NC(=CC1)C)[C@@H](C)NC(=O)NC1=CC=CC=C1 |o1:8| 1-((R)-1-((R or S)-3-(2-(5-fluorothiophen-2-yl)ethyl)-1-(2-(6-methylpyridin-3-yl)propan-2-yl)pyrrolidin-3-yl)ethyl)-3-phenylurea